C(C)C=1C(NC=2C=C(C=NC2C1)CN1CCN(CC1)C1=C(C=C(C(=O)NCCO)C=C1)F)=O 4-(4-((7-ethyl-6-oxo-5,6-dihydro-1,5-naphthyridin-3-yl)methyl)piperazin-1-yl)-3-fluoro-N-(2-hydroxyethyl)benzamide